1H-1,2,4-triazol-5-yl-thiocyanate N1N=CN=C1SC#N